NCCCNC1=C2C(N(C(C2=CC=C1)=O)C1C(NC(CC1)=O)=O)=O 4-(3-Aminopropylamino)-2-(2,6-dioxo-3-piperidyl)isoindoline-1,3-dione